(R)-(1,3-Dimethyl-azetidin-3-yl)-(4-isopropyl-phenyl)-[5-(1-methyl-1H-pyrazol-4-ylethynyl)-pyridin-3-yl]-methanol CN1CC(C1)(C)[C@@](O)(C=1C=NC=C(C1)C#CC=1C=NN(C1)C)C1=CC=C(C=C1)C(C)C